3-(5-methylthiazol-2-yl)-N-((R)-1-(2-(trifluoromethyl)pyrimidin-5-yl)ethyl)benzamide CC1=CN=C(S1)C=1C=C(C(=O)N[C@H](C)C=2C=NC(=NC2)C(F)(F)F)C=CC1